O=C1NC=CC2=C(C=CC=C12)N1N=CC(=C1C(F)(F)F)C(=O)Cl 1-(1-oxo-1,2-dihydroisoquinoline-5-yl)-5-(trifluoromethyl)-1H-pyrazole-4-carbonyl chloride